cis-triazine N1=NN=CC=C1